2-[4-(4-chloro-7-phenyl-7H-pyrrolo[2,3-d]pyrimidin-5-yl)-3-fluoro-phenoxy]-ethanol ClC=1C2=C(N=CN1)N(C=C2C2=C(C=C(OCCO)C=C2)F)C2=CC=CC=C2